FC(=CC)F Difluoropropen